C(N)(=O)C1=CC=C(CNC(NC2CC3(CC(C3)NC(C3=CC=CC=C3)=O)C2)=O)C=C1 N-(6-(3-(4-carbamoylbenzyl)ureido)spiro[3.3]hept-2-yl)benzamide